benzyl N-[3-[3-[3-(hydroxymethyl)-5-methoxy-phenyl]-1-tetrahydropyran-2-yl-indazol-5-yl]oxypropyl]carbamate OCC=1C=C(C=C(C1)OC)C1=NN(C2=CC=C(C=C12)OCCCNC(OCC1=CC=CC=C1)=O)C1OCCCC1